CC1=C(C(NC(=C1)C)=O)CC1=C(C(=C(C(=O)N)C=C1N1CC2=CN(C=C2C1)C)C)N(C1CCOCC1)CC ((4,6-dimethyl-2-oxo-1,2-dihydropyridin-3-yl)methyl)-3-(ethyl-(tetrahydro-2H-pyran-4-yl)amino)-2-methyl-5-(5-methyl-3,5-dihydropyrrolo[3,4-c]pyrrol-2(1H)-yl)benzamide